BrC=1C(=C2C(=NN(C2=CC1)C)N1C(NC(CC1)=O)=O)F 1-(5-bromo-4-fluoro-1-methyl-1H-indazol-3-yl)dihydropyrimidine-2,4(1H,3H)-dione